methyl (E)-2-chloro-6-((5-(3-ethoxy-3-oxoprop-1-en-1-yl)-4-methylpyridin-3-yl)oxy)isonicotinate ClC=1C=C(C(=O)OC)C=C(N1)OC=1C=NC=C(C1C)\C=C\C(=O)OCC